((2-fluoro-4-(methylthio)phenyl)amino)-5-iodo-7-methyl-3,4-dihydro-2,7-naphthyridine-1,6(2h,7h)-dione FC1=C(C=CC(=C1)SC)NN1C(C2=CN(C(C(=C2CC1)I)=O)C)=O